6-[4-[[4-(3-Hydroxyphenyl)naphthalen-1-yl]methyl]piperazin-1-yl]-N-propylpyridazine-3-carboxamide OC=1C=C(C=CC1)C1=CC=C(C2=CC=CC=C12)CN1CCN(CC1)C1=CC=C(N=N1)C(=O)NCCC